2-methyl-[1,3]thiazolo[5,4-b]pyridin-6-amine CC=1SC2=NC=C(C=C2N1)N